[N+](=[N-])=CC(=O)C1[C@@H]2CC[C@H](CN1C(=O)OCC1=CC=CC=C1)N2C(=O)OC(C)(C)C 3-benzyl 8-(tert-butyl) (1S,5R)-2-(2-diazoacetyl)-3,8-diazabicyclo[3.2.1]octane-3,8-dicarboxylate